7-bromo-3-(3-fluoro-4-((4-methylpyrimidin-2-yl)oxy)phenyl)thieno[3,2-c]pyridin-4-amine BrC=1C2=C(C(=NC1)N)C(=CS2)C2=CC(=C(C=C2)OC2=NC=CC(=N2)C)F